CC(C)(C1=CC(=C(C(=C1)COC)O)COC)C1=CC(=C(C(=C1)COC)O)COC 4,4'-(propane-2,2-diyl)bis(2,6-bis(methoxymethyl)phenol)